diethyl-(Z)-3,3-dimethyl-1-butene-1,4-dicarboxylic acid C(C)C(C(\C=C/C(=O)O)(C)C)(C(=O)O)CC